pyrano[3,2-b]pyridin-3-ol O1CC(=CC2=NC=CC=C21)O